C1(CC1)C([C@@H](C(=O)NC=1N=NN(C1)C(C)C=1C(NC=C(C1)F)=O)NC(=O)C1=NON=C1C)C1CC1 N-[(1S)-1-(dicyclopropylmethyl)-2-[[1-[1-(5-fluoro-2-oxo-1H-pyridin-3-yl)ethyl]triazol-4-yl]amino]-2-oxo-ethyl]-4-methyl-1,2,5-oxadiazole-3-carboxamide